propionic acid-d C(CC)(=O)O[2H]